(4-(difluoromethoxy)phenyl)-N-(2-((2r,6s)-2,6-dimethylmorpholino)-5-fluoropyrimidin-4-yl)-6-methylpyridazin-3-amine FC(OC1=CC=C(C=C1)C1=C(N=NC(=C1)C)NC1=NC(=NC=C1F)N1C[C@H](O[C@H](C1)C)C)F